C(CCCCCCC)(=O)OC1=C(C(=CC=C1)C)C xylyl caprylate